6-(2-amino-6-fluoro-5-(4-(4-isopropylpiperazin-1-yl)phenyl)pyridin-3-yl)-4,8-difluoroisoquinolin-1(2H)-one NC1=NC(=C(C=C1C=1C=C2C(=CNC(C2=C(C1)F)=O)F)C1=CC=C(C=C1)N1CCN(CC1)C(C)C)F